3-(9-fluoro-2-(piperidine-1-carbonyl-d10)-1,2,3,4-tetrahydro-[1,4]diazepino[6,7,1-hi]indol-7-yl)-4-(imidazo[1,2-a]pyridin-3-yl)-1H-pyrrole FC=1C=C2C(=CN3C2=C(C1)CN(CC3)C(=O)N3C(C(C(C(C3([2H])[2H])([2H])[2H])([2H])[2H])([2H])[2H])([2H])[2H])C3=CNC=C3C3=CN=C1N3C=CC=C1